CC(=CC=O)CCC=CCCC 3-methyldec-2,6-dienal